FC(C1=NN=C(O1)C1=CC=C(CN(S(=O)(=O)CCN2C=NC(=C2)CO)C2=CC=CC=C2)C=C1)F N-(4-(5-(difluoromethyl)-1,3,4-oxadiazol-2-yl)benzyl)-2-(4-(hydroxymethyl)-1H-imidazol-1-yl)-N-phenylethane-1-sulfonamide